2-methyl-2-(pyridin-2-yl)cyclopropane-1-carboxylic acid CC1(C(C1)C(=O)O)C1=NC=CC=C1